(2,5-dioxopyrrolidin-1-yl)3-nitro-5-(trifluoromethyl)pyridine-2-carboxylic acid O=C1N(C(CC1)=O)C1=C(C(=NC=C1C(F)(F)F)C(=O)O)[N+](=O)[O-]